5-(1-hydroxy-1-methyl-ethyl)thiophene-2-carboxylic acid OC(C)(C)C1=CC=C(S1)C(=O)O